N[C@H](C(=O)OCCCCCCCCCC)CC1=CC(=CC(=C1)F)F decyl (S)-2-amino-3-(3,5-difluorophenyl)propanoate